5-cyclopropyl-7-{1-[1-(2-fluorophenyl)-1H-1,2,3-triazol-4-yl]propyl}-7H-pyrrolo[2,3-d]pyrimidin-4-amine C1(CC1)C1=CN(C=2N=CN=C(C21)N)C(CC)C=2N=NN(C2)C2=C(C=CC=C2)F